ClC1=C2C(=NC=C1OC=1C=NN3C1C=NC=C3)N=C(N2C)NC2=C(C=C(C(=C2)C(F)(F)F)CN(C)C)F 7-chloro-N-(4-((dimethylamino)methyl)-2-fluoro-5-(trifluoromethyl)phenyl)-1-methyl-6-(pyrazolo[1,5-a]pyrazin-3-yloxy)-1H-imidazo[4,5-b]pyridin-2-amine